N(C1=CC=CC=C1)C1=NC(=NC=C1C)N(C=1C=C(C(=C(C(=O)OC)C1)OS(=O)(=O)C(F)(F)F)CC)S(=O)(=O)C(F)(F)F methyl 5-[(4-anilino-5-methyl-pyrimidin-2-yl)-(trifluoromethylsulfonyl)amino]-3-ethyl-2-(trifluoromethylsulfonyloxy)benzoate